P(=O)([O-])(O)O.[Na+].[Cl-].[Na+] sodium chloride sodium phosphate